CN1CC(CC1)C1=NC=CC(=C1N=CC=1C=C2N=CC=NC2=CC1)N (1-Methylpyrrolidin-3-yl)-3-((quinoxalin-6-ylmethylene)amino)pyridin-4-amine